CC(CS(=O)(=O)[O-])C 2-methyl-propylsulfonate